FC(OC1=C(C=C(C=C1)[N+](=O)[O-])C1=NC=CC=C1)F 2-[2-(difluoromethoxy)-5-nitro-phenyl]pyridine